O=S.[Zn].[Ca] calcium zinc oxysulfide